NC1=NC(=NC=C1C(=O)NCC(=O)OCC1=CC=CC=C1)C1=NN(C2=C(C=CC=C12)F)CC1=C(C=CC=C1)F benzyl 2-(4-amino-2-(7-fluoro-1-(2-fluorobenzyl)-1H-indazol-3-yl)pyrimidine-5-carboxamido)acetate